sodium N-(4-chloro-1,3-benzothiazol-2-yl)sulfonamide ClC1=CC=CC2=C1N=C(S2)NS(=O)=O.[Na]